(1R,2R,3R)-N-(8-amino-7-fluoro-6-(4-methyl-6-(oxazol-2-yl)pyridin-3-yl)isoquinolin-3-yl)-2-methyl-3-(1-methyl-1H-pyrazol-4-yl)cyclopropane-1-carboxamide NC=1C(=C(C=C2C=C(N=CC12)NC(=O)[C@@H]1[C@@H]([C@H]1C=1C=NN(C1)C)C)C=1C=NC(=CC1C)C=1OC=CN1)F